7-(4-chloro-2-fluorophenyl)-N-(4-ethoxyphenyl)pyrazolo[1,5-a]pyrimidine-2-carboxamide ClC1=CC(=C(C=C1)C1=CC=NC=2N1N=C(C2)C(=O)NC2=CC=C(C=C2)OCC)F